[O-][W]1(=O)(O[W](=O)(O[W]23(=O)O[W]4(=O)(O1)O[W]56(=O)O[W]7(=O)(O2)O[W]8(=O)(O3)O[W](=O)(O7)(O8)O[W]9(=O)(O5)O[W](=O)(O4)(O6)O9)([O-])[O-])[O-].[Na+].[Na+].[Na+].[Na+] Sodium decatungstate